P(=O)(O)(O)OC[C@@H]1[C@H]([C@H]([C@@H](O1)N1C=NC=2C(=S)NC(N)=NC12)O)O 6-Thioguanosine-5'-O-monophosphate